FC1=CC=C(C=C1)N1N=CC2=CC(=C(C=C12)C)N1CC2CCC(C1)N2S(=O)(=O)C=2C=NN(C2)CCC 1-(4-fluorophenyl)-6-methyl-5-(8-((1-propyl-1H-pyrazol-4-yl)sulfonyl)-3,8-diazabicyclo[3.2.1]octan-3-yl)-1H-indazole